(3-methacrylamidopropyl) trisiloxane tert-butyl 4-((3-carbamoyl-5-fluoropyridin-2-yl)ethynyl)-2-azabicyclo[2.1.1]hexane-2-carboxylate C(N)(=O)C=1C(=NC=C(C1)F)C#CC12CN(C(C1)C2)C(=O)OC(C)(C)C.C(C(=C)C)(=O)NCCC[SiH2]O[SiH2]O[SiH3]